BrC1=C(C(=C(C=C1)CC(=O)OC)F)F methyl 2-(4-bromo-2,3-difluoro-phenyl)acetate